Cl.COC1=CC=C(ON(C)C(CC)C=2OC=CC2)C=C1 (4-Methoxyphenoxy)-1-(furan-2-yl)-N-methylpropylamine hydrochloride